1-(2-aminoethyl)-4-(trifluoromethyl)-1H-pyrazole-3,5-dicarboxylic acid diethyl ester C(C)OC(=O)C1=NN(C(=C1C(F)(F)F)C(=O)OCC)CCN